OP(O)OP(O)O.C(CCCCCCCC)C1=C(C=CC=C1)C(O)(C(CO)(CO)CO)C1=C(C=CC=C1)CCCCCCCCC bis(nonyl-phenyl)pentaerythritol diphosphite